ClC1=NC=2N(C3(C(N(C2C(=N1)C)C)=O)CC3)C chloro-4',5',8'-trimethyl-5',8'-dihydro-6'H-spiro[cyclopropane-1,7'-pteridine]-6'-one